NCC(=O)N1C[C@H]2N(C(C3=C1C=C(C(=C3)OC)O)=O)CCC2 (S)-10-glycyl-8-hydroxy-7-methoxy-1,2,3,10,11,11a-hexahydro-5H-benzo[e]pyrrolo[1,2-a][1,4]diazepin-5-one